C(C)C(COCC(C[N+]1=CC2=CC=CC=C2CC1)OS(=O)(=O)O)CCCC 2-[3-[(2-ethylhexyl)oxy]-2-(sulfooxy)propyl]-3,4-dihydroisoquinolinium